ClC=1C=C2CCC[C@]3(C2=CC1)CNC1=C(OC3)C=CC(=C1)I (S)-6'-chloro-7-iodo-3',4,4',5-tetrahydro-2H,2'H-spiro[benzo[b][1,4]oxazepine-3,1'-naphthalene]